9-chloro-3-[4-(pyrimidin-2-yl)-1,3-thiazol-2-yl]-1,3,4,11,12,12a-hexahydropyrido[1,2-b][2]benzazepin-6(2H)-one ClC=1C=CC2=C(CCC3N(C2=O)CC(CC3)C=3SC=C(N3)C3=NC=CC=N3)C1